tert-butyl (S)-(1-(2-(benzyloxy)-6-bromothiazolo[4,5-b]pyridin-5-yl)-2-(3,5-difluorophenyl)ethyl)carbamate C(C1=CC=CC=C1)OC=1SC=2C(=NC(=C(C2)Br)[C@H](CC2=CC(=CC(=C2)F)F)NC(OC(C)(C)C)=O)N1